N-(methyl-d3)pyridazine-3-carboxamide hydrochloride Cl.C(NC(=O)C=1N=NC=CC1)([2H])([2H])[2H]